racemic-4-amino-2-methyl-N-(2-(trifluoromethyl)pyridin-4-yl)-2,4,5,6-tetrahydrocyclopenta[c]pyrrole-1-carboxamide N[C@@H]1CCC2=C(N(C=C21)C)C(=O)NC2=CC(=NC=C2)C(F)(F)F |r|